(2'-amino-1,1'-biphenyl-2-yl)methanesulfonic acid palladium (II) [Pd+2].NC1=C(C=CC=C1)C1=C(C=CC=C1)CS(=O)(=O)O